NC1=NC=C(C=C1O[C@H](C)C=1C=C(C=CC1)NC(C1=CN=CC(=C1)C1CC1)=O)Cl (R)-N-(3-(1-((2-Amino-5-chloropyridin-3-yl)oxy)ethyl)phenyl)-5-cyclopropylnicotinamid